COC=1C=C2C(=CN(C(C2=CC1OC)=O)C1=NC=CC2=C1C=CN2)C(=O)N2CCCCC2 6,7-dimethoxy-4-(piperidine-1-carbonyl)-2-(1H-pyrrolo[3,2-c]pyridin-4-yl)isoquinolin-1(2H)-one